C123NNCCC1CCCCCCCCCC1CCC(CCCC2)C3C1 diazatetracyclo[14.7.2.01,6.019,24]pentacosaN